6-(4-chlorophenyl)-3-(2-hydroxy-2-methylpropyl)-8-(pyridin-3-yl)pyrido[3,4-d]pyrimidin-4(3H)-one ClC1=CC=C(C=C1)C1=CC2=C(N=CN(C2=O)CC(C)(C)O)C(=N1)C=1C=NC=CC1